(+)-4-camphene C12(CCC(=CC1)C2(C)C)C